7-Chloro-1-(cyclopropylmethyl)-1H-pyrrolo[2,3-c]pyridine ClC=1N=CC=C2C1N(C=C2)CC2CC2